C(C)(C)(C)OC(=O)N1CC2(C1)OC(N(C2)C2=NC1=C(OCC(N1)=O)N=C2)=O 6-oxo-7-(3-oxo-4H-pyrazino[2,3-b][1,4]oxazin-6-yl)-5-oxa-2,7-diazaspiro[3.4]octane-2-carboxylic acid tert-butyl ester